7-Amino-4-(trifluoromethyl)chromen-2-one NC1=CC=C2C(=CC(OC2=C1)=O)C(F)(F)F